(4-aminophenyl)(4-morpholinyl)methanone NC1=CC=C(C=C1)C(=O)N1CCOCC1